C1(CCCCC1)N[C@@H]1[C@H](CCCC1)CC=1C=C2CN(C(C2=CC1)=O)C1C(NC(CC1)=O)=O 3-(5-(((1R,2S)-2-(cyclohexylamino)cyclohexyl)methyl)-1-oxoisoindolin-2-yl)piperidine-2,6-dione